(3r,3ar,6s,6ar)-3-methoxy-6-propoxyhexahydrofuro[3,2-b]furan CO[C@H]1[C@@H]2[C@H](OC1)[C@H](CO2)OCCC